C(C1=CC=CC=C1)OC=1C=C(C=CC1)P(N(CC)CC)N(CC)CC 1-(3-(benzyloxy)phenyl)-N,N,N',N'-tetraethylphosphanediamine